7-hydroxy-1,1-dimethyl-1,2,4,5-tetrahydro-3H-benzo[d]azepine-3-carboxylic acid tert-butyl ester C(C)(C)(C)OC(=O)N1CC(C2=C(CC1)C=C(C=C2)O)(C)C